C(CCCCCCCCC)(=O)C1=CC=C(C(C(=O)O)=C1)O 5-(n-decanoyl)salicylic acid